1-(4-methyl-2-nitrophenyl)-3-(4-sulfamoylphenyl)urea CC1=CC(=C(C=C1)NC(=O)NC1=CC=C(C=C1)S(N)(=O)=O)[N+](=O)[O-]